C(CCCCCCCCCCC)[Si](Cl)(Cl)CCCCCCCCCCCC di(dodecyl)dichlorosilane